(6-isopropyl-4,5,6,7-tetrahydrobenzo[d]thiazol-2-yl)methyl ((2-(2,6-dioxopiperidin-3-yl)-3-oxoisoindolin-5-yl)methyl)carbamate O=C1NC(CCC1N1CC2=CC=C(C=C2C1=O)CNC(OCC=1SC2=C(N1)CCC(C2)C(C)C)=O)=O